ClC1=CC2=C(C=N1)CN(C2)C(C)=O 1-(6-chloro-1,3-dihydropyrrolo[3,4-c]pyridin-2-yl)ethanone